N-((1r,4r)-4-((5-(3-fluoroimidazo[1,2-a]pyridin-6-yl)-4-methoxy-7H-pyrrolo[2,3-d]pyrimidin-2-yl)amino)cyclohexyl)acetamide FC1=CN=C2N1C=C(C=C2)C2=CNC=1N=C(N=C(C12)OC)NC1CCC(CC1)NC(C)=O